NCCC[SiH2]OCC aminopropyl-ethoxysilane